O[C@H]1CN(CC[C@@H]1N1C(C=CC=C1)=O)C1=NC=C(C=C1)C(F)(F)F (R)-1-((3S,4S)-3-hydroxy-1-(5-(trifluoromethyl)pyridin-2-yl)piperidin-4-yl)-2-oxopyridine